3,4-di-tert-butylperoxyvalerate C(C)(C)(C)C(CC(=O)O[O-])C(C)C(C)(C)C